(S)-2-(1-(4-fluorophenyl)-3,4-dihydroisoquinolin-2(1H)-yl)-2-oxoacetaldehyde FC1=CC=C(C=C1)[C@@H]1N(CCC2=CC=CC=C12)C(C=O)=O